COC1=CC=C(C=C1)C(OCCC(C)SSCCCOC(CCC(=O)O)=O)(C1=CC=CC=C1)C1=CC=C(C=C1)OC 4-(3-((4-(bis(4-methoxyphenyl)(phenyl)methoxy)butan-2-yl)disulfanyl)propoxy)-4-oxobutanoic acid